(1S)-1-cyclopropyl-(2,2,2-trifluoro)ethylamine C1(CC1)[C@@H](C(F)(F)F)N